(4-(difluoromethyl)-1-methyl-1H-1,2,3-triazol-5-yl)thiazol FC(C=1N=NN(C1C=1SC=CN1)C)F